ClC=1C(=C(C(=CC1N1CC2N(CCC2C1)C)F)S(=O)(=O)NC1=NC(=CC=C1)F)F 3-chloro-2,6-difluoro-N-(6-fluoropyridin-2-yl)-4-(1-methylhexahydropyrrolo[3,4-b]pyrrol-5(1H)-yl)benzenesulfonamide